NC1=NC(=CC(=N1)C=1C=C(C#N)C=CC1)C=1N=NN(C1)CC1=NC(=CC=C1)C(F)(F)F m-[2-amino-6-(1-{[6-(trifluoromethyl)-2-pyridinyl]methyl}-1H-1,2,3-triazol-4-yl)-4-pyrimidinyl]benzonitrile